tert-butyl N-{2-[2-(2,6-dioxopiperidin-3-yl)-1,3-dioxo-2,3-dihydro-1H-isoindol-4-yl]-5,8,11,14-tetraoxa-2-azahexadecan-16-yl}carbamate O=C1NC(CCC1N1C(C2=CC=CC(=C2C1=O)N(C)CCOCCOCCOCCOCCNC(OC(C)(C)C)=O)=O)=O